ClC1=NC=CC(=C1Cl)C=1CCN(CC1)CC=1C=C2CN(C(C2=CC1)=O)N1C(NC(CC1)=O)=O 1-(5-((2',3'-dichloro-3,6-dihydro-[4,4'-bipyridin]-1(2H)-yl)methyl)-1-oxoisoindolin-2-yl)dihydropyrimidine-2,4(1H,3H)-dione